C(C)NCC(COC1=CC=C(C=C1)CCOC)O 1-ethylamino-3-(4-(2-methoxyethyl)phenoxy)propan-2-ol